N-methylbenzo[d]oxazol-2-amine CNC=1OC2=C(N1)C=CC=C2